N1=CC(=C2N1C=CC=C2)C(=O)N2CCC1(C(NC(N1)=O)=O)CC2 8-(Pyrazolo[1,5-a]pyridine-3-carbonyl)-1,3,8-triazaspiro[4.5]decane-2,4-dione